C1(CC1)C1=CC(=NN1)C1=C2C(=NC(=NC2=CC=C1)N1C2CN(C(C1)C2)S(=O)(=O)C(C)C)N (5-cyclopropyl-1H-pyrazol-3-yl)-2-(5-(isopropylsulfonyl)-2,5-diazabicyclo[2.2.1]heptan-2-yl)quinazolin-4-amine